BrC1=NC=2N(C(N(C(C2N1C)=O)CC1=CC(=NN1COCC[Si](C)(C)C)C1=CC=CC=C1)=O)C 8-bromo-3,7-dimethyl-1-((3-phenyl-1-((2-(trimethylsilyl)ethoxy)methyl)-1H-pyrazol-5-yl)methyl)-1H-purine-2,6(3H,7H)-dione